2H-pyran O1CC=CC=C1